C1(CCCCC1)C[C@@H](C(=O)N[C@H](CO)C[C@H]1C(NCC1)=O)NC(OC(C(C)(C)C1=CC(=CC=C1)Cl)C=1C=C(C=CC1)C)=O 2-(3-chlorophenyl)-2-methyl-1-(m-tolyl)propyl ((S)-3-cyclohexyl-1-(((S)-1-hydroxy-3-((S)-2-oxopyrrolidin-3-yl) propan-2-yl)amino)-1-oxopropan-2-yl)carbamate